3-BROMOPYRUVIC ACID BrCC(C(=O)O)=O